1-(2-fluoro-4-(5-(trifluoromethyl)-1,2,4-oxadiazol-3-yl)phenyl)ethan-1-one FC1=C(C=CC(=C1)C1=NOC(=N1)C(F)(F)F)C(C)=O